methyl N-[5-[6-[(4-cyano-3-methoxy-phenyl)-(methoxymethyl)carbamoyl]imidazo[1,2-a]pyrazin-3-yl]-2-pyridyl]carbamate C(#N)C1=C(C=C(C=C1)N(C(=O)C=1N=CC=2N(C1)C(=CN2)C=2C=CC(=NC2)NC(OC)=O)COC)OC